2-[(1S,2s)-1-cyano-2-fluoro-cyclopropyl]benzoic acid methyl ester COC(C1=C(C=CC=C1)[C@]1([C@H](C1)F)C#N)=O